BrC=1C(=NN2C1OCCC2)C2=CC=C(C=C2)F 3-bromo-2-(4-fluorophenyl)-6,7-dihydro-5H-pyrazolo[5,1-b][1,3]Oxazine